N-(3,5-difluorobenzyl)-4-(3-(pyridin-4-ylmethyl)ureido)benzamide FC=1C=C(CNC(C2=CC=C(C=C2)NC(=O)NCC2=CC=NC=C2)=O)C=C(C1)F